FC1=C(N=C(S1)NS(=O)(=O)C1=C(C=C(C=N1)NC(C)=O)C)C1=CC(=C(C=C1)C1COC1)F N-(6-(N-(5-fluoro-4-(3-fluoro-4-(oxetan-3-yl)phenyl)thiazol-2-yl)sulfamoyl)-5-methylpyridin-3-yl)acetamide